Sodium (2S)-2-((2S)-2-(((((1R,5S)-bicyclo[3.3.1]nonan-3-yl)methoxy)carbonyl)amino)-4-methylpentanamido)-1-hydroxy-3-((S)-2-oxopyrrolidin-3-yl)propane-1-sulfonate [C@@H]12CC(C[C@@H](CCC1)C2)COC(=O)N[C@H](C(=O)N[C@H](C(S(=O)(=O)[O-])O)C[C@H]2C(NCC2)=O)CC(C)C.[Na+]